C12CN(CC(O1)C2)C=2C=C1C(=CC=NC1=CC2)C(=O)NCC(=O)N2CSC[C@H]2C#N 6-(6-oxa-3-azabicyclo[3.1.1]heptan-3-yl)-N-(2-((R)-4-cyanothiazolidin-3-yl)-2-oxoethyl)quinoline-4-carboxamide